tert-Butyl (2-(4'-cyano-2'-((2-methyl-6-morpholinopyrimidin-4-yl)oxy)-[1,1'-biphenyl]-4-yl)-2-oxoethyl)carbamate C(#N)C1=CC(=C(C=C1)C1=CC=C(C=C1)C(CNC(OC(C)(C)C)=O)=O)OC1=NC(=NC(=C1)N1CCOCC1)C